C(C)C(C(=O)OOOC(C)(C)CC)CCCC tert-amylperoxy 2-ethylhexanoate